(5-bromopyridin-3-yl)(4-methylpiperazin-1-yl)methanone BrC=1C=C(C=NC1)C(=O)N1CCN(CC1)C